C(CCCCC)N(N)C=1SC2=C(N1)C(=CC=C2)OC 1-hexyl-1-(4-methoxy-1,3-benzothiazol-2-yl)hydrazine